methyl 3-(2-chlorophenoxy)-2,2-dimethylpropionate ClC1=C(OCC(C(=O)OC)(C)C)C=CC=C1